ClC1=CN=C2C(=NC(=NN21)C2=C(C=CC=C2F)F)NCC2CNCCC2 7-chloro-2-(2,6-difluorophenyl)-N-(piperidin-3-ylmethyl)imidazo[2,1-f][1,2,4]triazin-4-amine